BrC1=CC=C(C=C1)C1=C(C2=C(O1)C1=CC=CC=C1C=1C=CC=CC12)C1=CC=CC=C1 2-(4-bromophenyl)-3-phenyl-phenanthro[9,10-b]furan